cobalt-nickel-iron oxide [O-2].[Fe+2].[Ni+2].[Co+2].[O-2].[O-2]